methyl 3-(3-methoxyphenyl)-5-methylene-2-oxotetrahydro-2H-pyran-3-carboxylate COC=1C=C(C=CC1)C1(C(OCC(C1)=C)=O)C(=O)OC